(2,2'-dimethyl-[1,1'-biphenyl]-3,3'-diyl)bis(5,6,7,8-tetrahydropyrido[4,3-d]pyrimidine-2-carboxamide) CC1=C(C=CC=C1C=1C2=C(N=C(N1)C(=O)N)CCNC2)C2=C(C(=CC=C2)C=2C1=C(N=C(N2)C(=O)N)CCNC1)C